3-((4-(4-fluoro-2-methyl-1H-indol-5-yloxy)-6-methoxyquinazolin-7-yloxy)methyl)cyclobutylamine FC1=C2C=C(NC2=CC=C1OC1=NC=NC2=CC(=C(C=C12)OC)OCC1CC(C1)N)C